N-(6-(5-chloro-6-fluoro-7-(hydroxy(tetrahydro-2H-pyran-3-yl)methyl)-1H-indazol-4-yl)imidazo[1,2-a]pyrazin-2-yl)-2-fluorocyclopropane-1-carboxamide ClC=1C(=C2C=NNC2=C(C1F)C(C1COCCC1)O)C=1N=CC=2N(C1)C=C(N2)NC(=O)C2C(C2)F